(hexyl)oxy-phenol C(CCCCC)OC1=C(C=CC=C1)O